3-(1-oxo-5-((4-(1-(4-(4-(quinoxalin-2-yl)-1H-pyrazol-1-yl)piperidin-1-yl)cyclopropyl)butyl)amino)isoindolin-2-yl)piperidine-2,6-dione O=C1N(CC2=CC(=CC=C12)NCCCCC1(CC1)N1CCC(CC1)N1N=CC(=C1)C1=NC2=CC=CC=C2N=C1)C1C(NC(CC1)=O)=O